C1(CC1)C1=NN(C=N1)C1CC2(CN(C2)C(=O)N2CC3(CN(C3)S(=O)(=O)C3=CC(=CC(=C3)C(F)(F)F)F)C2)C1 [6-(3-cyclopropyl-1,2,4-triazol-1-yl)-2-azaspiro[3.3]heptan-2-yl]-[2-[3-fluoro-5-(trifluoromethyl)phenyl]sulfonyl-2,6-diazaspiro[3.3]heptan-6-yl]methanone